9-methoxy-5-methyl-6(5H)-phenanthridinone COC1=CC=C2C(N(C=3C=CC=CC3C2=C1)C)=O